CC1=C2CCCC2=CC=C1 2,3-dihydro-4-methyl-1H-Indene